N1=C(C=CC=C1)C(N)=S pyridine-2-thioamide